sulphosulfonate S(=O)(=O)(O)S(=O)(=O)[O-]